hydroxy-α-methylenebutyric acid OC(C(C(=O)O)=C)C